C(C)C1(COC1)COCCC[Si](OCC)(OCC)OCC 3-[(3-ethyloxetan-3-yl)methoxy]propyltriethoxysilane